ClC1=C(C=CC=C1)C#CC1CNC1 3-[2-(2-Chlorophenyl)ethynyl]azetidin